C(COCCOCCOCCOCCOCCOCCC)OC(C=C)=O 3,6,9,12,15,18-hexaoxaheneicosan-1-ylprop-2-enoate